CO\N=C/1\C2=C(N=CN1)N(C=C2)[C@@H]2O[C@@H]([C@@]([C@H]2O)(C)O)[C@H](O)C2=CC=C(C=C2)Cl (Z)-7-((2R,3R,4S,5R)-5-((R)-(4-chlorophenyl)(hydroxy)methyl)-3,4-dihydroxy-4-methyltetrahydrofuran-2-yl)-3,7-dihydro-4H-pyrrolo[2,3-d]pyrimidin-4-one O-methyl oxime